N-tert-Butoxycarbonyl-N'-benzyloxycarbonyl-L-ornithine CC(C)(C)OC(=O)N[C@@H](CCCNC(=O)OCC1=CC=CC=C1)C(=O)O